NC(CN(C(OC(C)(C)C)=O)NC(=O)[C@H]1NCCC1)=O |r| tert-Butyl N-(2-amino-2-oxo-ethyl)-N-[[rac-(2S)-pyrrolidine-2-carbonyl]amino]carbamate